Boc-L-glutamic acid methyl ester COC([C@@H](NC(=O)OC(C)(C)C)CCC(=O)O)=O